tin (+)-11'-Benzyl-6-bromo-1-(4-methylbenzyl)-5',11'-dihydrospiro[indoline-3,6'-indolo[3,2-c]quinolin]-2-one C(C1=CC=CC=C1)N1C2=CC=CC=C2C=2C3(NC4=CC=CC=C4C21)C(N(C2=CC(=CC=C23)Br)CC2=CC=C(C=C2)C)=O.[Sn]